C[Si](C#CCC1=C(C=CC=C1)CO)(C)C (2-(3-(trimethylsilyl)prop-2-yn-1-yl)phenyl)methanol